CS(=O)(=O)O.FC1=C(C(=CC=C1)F)C1=NC(=C(N1)C1=CC=C2C(=N1)N(C(=N2)C)CC(C)(C)C)C2=CC=C(C=C2)F 5-[2-(2,6-difluorophenyl)-5-(4-fluorophenyl)-3H-imidazol-4-yl]-3-(2,2-dimethylpropyl)-2-methyl-3H-imidazo[4,5-b]pyridine methanesulfonate